(R)-6-((1-(6-bromopyridin-3-yl)pyrrolidin-3-yl)methyl)-2,5,7-trimethyl-[1,2,4]triazolo[1,5-a]pyrimidine BrC1=CC=C(C=N1)N1C[C@@H](CC1)CC=1C(=NC=2N(C1C)N=C(N2)C)C